FC1=C(C=C(C=C1)NC(C1=C(C=C(C=C1)NS(=O)(=O)CCO)N1CCC2(CC2)CC1)=O)N1C[C@H](OCC1)C (R)-N-(4-fluoro-3-(2-methylmorpholino)phenyl)-4-((2-hydroxyethyl)sulfonamido)-2-(6-azaspiro[2.5]octan-6-yl)benzamide